ClC1=C2C(OC3(C4=CC(=C(C(=C4OC=4C(=C(C(=CC34)I)O)I)I)O)I)C2=C(C(=C1Cl)Cl)Cl)=O 4,5,6,7-tetrachloro-3',6'-dihydroxy-2',4',5',7'-tetraiodo-3H-spiro[isobenzofuran-1,9'-xanthen]-3-one